CN1C(=NC2=C1C=CC(=C2)C=2N=C(C(=C1C2SC=C1F)C1=C(N)C=C(C=C1F)F)C1=NN2C([C@H](NC[C@@H]2C)C)=C1)C (R)-2-(7-(1,2-dimethyl-1H-benzo[d]imidazol-5-yl)-5-((4R,7S)-4,7-dimethyl-4,5,6,7-tetrahydropyrazolo[1,5-a]pyrazin-2-yl)-3-fluorothieno[2,3-c]pyridin-4-yl)-3,5-difluoroaniline